methylenedianilinesulfonic acid C(N(C1=CC=CC=C1)S(=O)(=O)O)N(C1=CC=CC=C1)S(=O)(=O)O